tert-butyl 4-[3-fluoro-6-nitro-2-(trifluoromethyl) phenyl]-3,6-dihydropyridine-1(2H)-carboxylate FC=1C(=C(C(=CC1)[N+](=O)[O-])C=1CCN(CC1)C(=O)OC(C)(C)C)C(F)(F)F